CN([C@@H]1CN(CC1)C1=CC(=NC(=N1)C)NC1=NNC(=C1)CCC=1C=C(C=CC1F)NC(C1=CC(=CC=C1)C(F)(F)F)=O)C (S)-N-(3-(2-(3-((6-(3-(dimethylamino)pyrrolidin-1-yl)-2-methylpyrimidin-4-yl)amino)-1H-pyrazol-5-yl)ethyl)-4-fluorophenyl)-3-(trifluoromethyl)benzamide